C(C)(C)(C)OC(=O)N[C@@H](CC(=O)OCC)C1=C(C(=CC(=C1)B1OC(C(O1)(C)C)(C)C)F)F ethyl (3S)-3-[(tert-butoxycarbonyl)amino]-3-[2,3-difluoro-5-(4,4,5,5-tetramethyl-1,3,2-dioxaborolan-2-yl)phenyl]propanoate